4-((4-(2-([1,2,4]triazolo[1,5-a]pyridin-6-yl)-3-isopropyl-1H-indol-5-yl)piperidin-1-yl)methyl)-3,5-dimethylisoxazole N=1C=NN2C1C=CC(=C2)C=2NC1=CC=C(C=C1C2C(C)C)C2CCN(CC2)CC=2C(=NOC2C)C